N-(5-((1-(3-methoxypropyl)-1H-benzo[d]imidazol-6-yl)ethynyl)-8-(methylamino)-2,7-naphthyridin-3-yl)cyclopropanecarboxamide COCCCN1C=NC2=C1C=C(C=C2)C#CC2=C1C=C(N=CC1=C(N=C2)NC)NC(=O)C2CC2